CC1=C(C2=C(N=CN=C2NC2(CC2)C)O1)C(=O)NCC1=CC=C(C=C1)C 6-methyl-4-[(1-methylcyclopropyl)amino]-N-[(4-methylphenyl)methyl]furo[2,3-d]pyrimidine-5-carboxamide